(5R,8S)-N-(2-chloro-4-fluorobenzyl)-8-hydroxy-5,6,7,8-tetrahydro-quinoline-5-carboxamide ClC1=C(CNC(=O)[C@H]2C=3C=CC=NC3[C@H](CC2)O)C=CC(=C1)F